ClC=1C=C(C=CC1)NNS(=O)(=O)C=1C(=NNC1C)C(F)(F)F N'-(3-chlorophenyl)-5-methyl-3-(trifluoromethyl)-1H-pyrazole-4-sulfonyl-hydrazine